tert-Butyl 4-(4-(5-methoxybenzo[d]oxazol-2-ylamino)phenylamino)-4-oxobutylcarbamate COC=1C=CC2=C(N=C(O2)NC2=CC=C(C=C2)NC(CCCNC(OC(C)(C)C)=O)=O)C1